Cl.FC1NC(CN(C1)C1=C(C=CC=C1)OCCOC)F 2,6-difluoro-4-(2-(methoxyethoxy)phenyl)piperazine hydrochloride